4-((4-(3-cyanophenyl)-1-(4-(trifluoromethyl)benzyl)-1H-indole-7-carboxamido)methyl)benzoic acid C(#N)C=1C=C(C=CC1)C1=C2C=CN(C2=C(C=C1)C(=O)NCC1=CC=C(C(=O)O)C=C1)CC1=CC=C(C=C1)C(F)(F)F